[1-[(5-chloro-3-pyridyl)-[(1R,2R)-2-[[(2R,4S)-2-(trifluoromethyl)chroman-4-yl]carbamoyl]cyclopropyl]methyl]-4,4-dimethyl-6-oxo-hexahydropyrimidin-2-ylidene]ammonium ClC=1C=C(C=NC1)C(N1C(NC(CC1=O)(C)C)=[NH2+])[C@H]1[C@@H](C1)C(N[C@H]1C[C@@H](OC2=CC=CC=C12)C(F)(F)F)=O